C1=CC=CC=2C3=CC=CC=C3C(C12)COC(=O)N1CCC(CC1)(O)CC(=O)O 2-(1-(((9H-fluoren-9-yl)methoxy)carbonyl)-4-hydroxypiperidin-4-yl)acetic acid